Isopropyl-thiaanthraquinone C(C)(C)C1SC=2C(C3=CC=CC=C3C(C2C=C1)=O)=O